chloroacryloyl-porphyrin ClC=CC(=O)C1=C2NC(=C1)C=C1C=CC(=N1)C=C1C=CC(N1)=CC=1C=CC(N1)=C2